(R)-3-(2,2'-dimethoxy-[1,1'-binaphthyl]-3-yl)-1-methyl-1H-imidazol-3-ium iodide [I-].COC1=C(C2=CC=CC=C2C=C1[N+]1=CN(C=C1)C)C1=C(C=CC2=CC=CC=C12)OC